2-amino-(4-phenyl)pyridine NC1=NC=CC(=C1)C1=CC=CC=C1